(E,Z)-4,6-Hexadecadienal C(CC\C=C\C=C/CCCCCCCCC)=O